(S)-tert-butyl 4-(6-((2-hydroxypropyl)carbamoyl)pyridin-3-yl)piperazine-1-carboxylate O[C@H](CNC(=O)C1=CC=C(C=N1)N1CCN(CC1)C(=O)OC(C)(C)C)C